8-Methyl-4a,5,6,7,8,8a-hexahydro-4H-pyrido[4,3-b][1,4]oxazin-3-one CC1CNCC2C1OCC(N2)=O